BrC=1C=C(C=CC1)C1(CC(C1)(C)F)C1=NN=CN1C 3-(1-(3-bromophenyl)-3-fluoro-3-methylcyclobutyl)-4-methyl-4H-1,2,4-triazole